2-(5-phenylisoxazol-3-yl)ethan-1-ol Lithium borohydride [BH4-].[Li+].C1(=CC=CC=C1)C1=CC(=NO1)CCO